4-methoxy-2-methylbenzoic acid COC1=CC(=C(C(=O)O)C=C1)C